COC(C=1C(O)=CC(O)=CC1C)=O methyl-orsellinate